1-methylpiperidin-1-ium trifluoroacetate FC(C(=O)[O-])(F)F.C[NH+]1CCCCC1